C1=CC=C(C(=C1)NC(=O)CC#N)Cl N-(2-chlorophenyl)-2-cyanoacetamide